3-(5-((1,3-dioxolan-2-yl)methoxy)-3-methyl-2-oxo-2,3-dihydro-1H-benzo[d]imidazol-1-yl)-1-(4-methoxybenzyl)piperidine-2,6-dione O1C(OCC1)COC1=CC2=C(N(C(N2C)=O)C2C(N(C(CC2)=O)CC2=CC=C(C=C2)OC)=O)C=C1